tert-butyl (S)-(4-(3-chloro-4-(2-chloro-3-((3-fluoro-4-(((2-methoxyethyl)amino)methyl)pyridin-2-yl)amino)phenyl)pyridin-2-yl)-2-methoxybenzyl)((5-oxopyrrolidin-2-yl)methyl)carbamate ClC=1C(=NC=CC1C1=C(C(=CC=C1)NC1=NC=CC(=C1F)CNCCOC)Cl)C1=CC(=C(CN(C(OC(C)(C)C)=O)C[C@H]2NC(CC2)=O)C=C1)OC